1-(1-methylcyclopropyl)-4-((1-(pyridin-2-yl)-1H-1,2,3-triazol-4-yl)methyl)-1,4-dihydropyrazine-2,3-dione CC1(CC1)N1C(C(N(C=C1)CC=1N=NN(C1)C1=NC=CC=C1)=O)=O